C(C)C(C)(C)C(=O)C1=C(C=CC(=C1)F)N1C2=C(C=3CC4(CCC13)CN(C4)C(=O)OC(C)(C)C)C=CN=C2 tert-Butyl 9'-(2-(ethyl(isopropyl)formyl)-4-fluorophenyl)-5',7',8',9'-tetrahydrospiro[azetidine-3,6'-pyrido[3,4-b]indole]-1-carboxylate